2-(2-(4-methoxyphenyl)-2-oxoethyl)-8-(3-(trifluoromethyl)phenyl)-1,3,4,12a-tetrahydrobenzo[e]pyrazino[1,2-a][1,4]diazepine-6,12(2H,11H)-dione COC1=CC=C(C=C1)C(CN1CC2N(C(C3=C(NC2=O)C=CC(=C3)C3=CC(=CC=C3)C(F)(F)F)=O)CC1)=O